6-(cyclopropylmethoxy)-N-[3-(hydroxymethyl)-2-oxopyrrolidin-3-yl]-2-methylindolizine-3-carboxamide C1(CC1)COC1=CN2C(=C(C=C2C=C1)C)C(=O)NC1(C(NCC1)=O)CO